CN1N=CC=2C1=NC(=CC2N2CC(C(CC2)C=2C(=CC(=NC2)N2CCN(CC2)C(=O)OC(C)(C)C)C)C)C tert-butyl 4-[5-[1-(1,6-dimethylpyrazolo[3,4-b]pyridin-4-yl)-3-methyl-4-piperidyl]-4-methyl-2-pyridyl]piperazine-1-carboxylate